ClC1=CC=C2C(=CNC2=C1)S(=O)(=O)NC=1C(=NC(=C(C1)F)C)F 6-Chloro-N-(2,5-difluoro-6-methylpyridin-3-yl)-1H-indole-3-sulfonamide